tert-Butyl 3-fluoro-5-(1-(4-fluorophenyl)-3-methyl-1H-pyrazol-4-yl)benzylcarbamate FC=1C=C(CNC(OC(C)(C)C)=O)C=C(C1)C=1C(=NN(C1)C1=CC=C(C=C1)F)C